C(CC(C)CCCC(C)CCCC(C)CCCC(C)C)(=O)OC[C@@H](OC(CC(C)CCCC(C)CCCC(C)CCCC(C)C)=O)COP(=O)(O)OCC[N+](C)(C)C 1,2-Diphytanoyl-sn-glycero-3-phosphorylcholine